C(C)(C)C1C(CC(CC1)C)O 2-isopropyl-5-methyl-cyclohexanol